biquinazolin N1=C(N=CC2=CC=CC=C12)C1=NC2=CC=CC=C2C=N1